zinc-iron-manganese oxide [O-2].[Mn+2].[Fe+2].[Zn+2].[O-2].[O-2]